C1(CCC1)[C@@H](C)NC(=O)[C@@H]1CN(CC[C@H]1NC(=O)C=1N=NN(C1)C1=C(C=C(C=C1)F)F)C1CCCC1 (3R,4R)-1-cyclopentyl-4-{[1-(2,4-difluoro-phenyl)-1H-[1,2,3]triazole-4-carbonyl]-amino}-piperidine-3-carboxylic acid ((R)-1-cyclobutyl-ethyl)-amide